BrCC1=CC=C(C=C1)C=1N(C=C(N1)C(F)(F)F)C(C)C 2-[4-bromomethylphenyl]-1-(1-methylethyl)-4-trifluoromethyl-1H-imidazole